C(C)(C)(C)OC(=O)NC1CCC(CC1)CN1C(CC(CC1)C1=CC2=C(N(C(N2C)=O)C2C(N(C(CC2)=O)CC2=CC=C(C=C2)OC)=O)C=C1)C(=O)OC(C)(C)C Tert-butyl 1-[[4-(tert-butoxycarbonylamino)cyclohexyl]methyl]-4-[1-[1-[(4-methoxyphenyl)methyl]-2,6-dioxo-3-piperidyl]-3-methyl-2-oxo-benzimidazol-5-yl]piperidine-2-carboxylate